COCCCN1N=CC(=C1)NC=1N=C(C2=C(N1)SC=C2C)NC=2C=C(C=CC2)C(C)(C)O 2-(3-((2-((1-(3-methoxypropyl)-1H-pyrazol-4-yl)amino)-5-methylthieno[2,3-d]pyrimidine-4-yl)amino)phenyl)propan-2-ol